(5R)-N-(1-(((2S)-1-amino-1-oxobutan-2-yl)amino)-2-(4-ethylphenyl)-1-oxobutan-2-yl)-7,7-dimethyl-5-phenyl-4,5,6,7-tetrahydropyrazolo[1,5-a]pyridine-3-carboxamide NC([C@H](CC)NC(C(CC)(C1=CC=C(C=C1)CC)NC(=O)C=1C=NN2C1C[C@@H](CC2(C)C)C2=CC=CC=C2)=O)=O